COC=1C(=CC=2C3=C(C=NC2C1)N(C(N3C=3N(N=CC3)C)=O)C)C=3C=NN(C3)C 7-Methoxy-3-methyl-1-(2-methyl-2H-pyrazol-3-yl)-8-(1-methyl-1H-pyrazol-4-yl)-1,3-dihydroimidazo[4,5-c]-quinolin-2-one